tert-butyl (3R)-3-[(2S)-3-(4-bromophenyl)-1-(tert-butoxy)-1-oxopropane-2-yl]pyrrolidine-1-carboxylate BrC1=CC=C(C=C1)C[C@H](C(=O)OC(C)(C)C)[C@@H]1CN(CC1)C(=O)OC(C)(C)C